COC1=C(CP(CCCC)=O)C(=CC=C1)OC 2,6-dimethoxybenzylbutylphosphine oxide